ClC(OC1=CC=C(C=C1)NC(C1=CN=C(C(=C1)C1=NNC=C1)N1CCN(CC1)C1CCN(CC1)CC1=CC(=CC=C1)N1C(NC(CC1)=O)=O)=O)(F)F N-(4-(chlorodifluoromethoxy)phenyl)-6-(4-(1-(3-(2,4-dioxotetrahydropyrimidin-1(2H)-yl)benzyl)piperidin-4-yl)piperazin-1-yl)-5-(1H-pyrazol-3-yl)nicotinamide